(5,7-dimethoxy[1,2,4]triazolo[1,5-a]pyrimidin-2-yl)-2-methoxy-4-(trifluoromethyl)-3-pyridinesulfonamide COC1=NC=2N(C(=C1)OC)N=C(N2)C=2C(=C(C(=NC2)OC)S(=O)(=O)N)C(F)(F)F